C1(=CC=CC=C1)CCCC1=NOC(=N1)[C@H]1N(CCC1)C(=O)OC(C)(C)C 3-(3-Phenylpropyl)-5-[(2S)-1-tert-butoxycarbonylpyrrolidin-2-yl]-1,2,4-oxadiazole